S1C=CC2=C1C=C(C=C2)C2=NN1C(CN([C@@H](C1)C)C(=O)OC(C)(C)C)=C2C2=CC=NC=C2 |r| rac-tert-butyl (RS)-2-(1-benzothiophen-6-yl)-6-methyl-3-(pyridin-4-yl)-6,7-dihydropyrazolo[1,5-a]pyrazine-5(4H)-carboxylate